C(C)[C@]1(NC(N(C(C1)=O)[C@@H]1C[C@H](OC2=CC=C(C=C12)C(=O)N[C@H]1[C@](CC2=CC=CC=C12)(C)O)C)=N)C (2R,4R)-4-[(4R)-4-ethyl-2-imino-4-methyl-6-oxo-hexahydropyrimidin-1-yl]-N-[(1R,2R)-2-hydroxy-2-methyl-indan-1-yl]-2-methyl-chromane-6-carboxamide